N-(6-methoxypyridin-2-yl)-2-((tetrahydrofuran-3-yl)methyl)-2H-pyrazolo[3,4-c]pyridine-5-carboxamide COC1=CC=CC(=N1)NC(=O)C1=CC=2C(C=N1)=NN(C2)CC2COCC2